Cl[C@H]1N=C(C2=C(N1[2H])CNC2)NC(C)C2=CC(=CC(=C2)C(F)(F)F)[N+](=O)[O-] (R)-2-chloro-N-(1-(3-nitro-5-(trifluoromethyl)phenyl)ethyl)-6,7-dihydro-5H-pyrrolo[3,4-d]pyrimidin-4-amine-1-d